tert-butyl (1R,5S)-6-(4-amino-7-bromo-5-{3-fluoro-4-[(4-methylpyrimidin-2-yl) oxy] phenyl}-5H-pyrrolo[3,2-d]pyrimidin-6-yl)-3-azabicyclo[3.1.0]hexane-3-carboxylate NC=1C2=C(N=CN1)C(=C(N2C2=CC(=C(C=C2)OC2=NC=CC(=N2)C)F)C2[C@H]1CN(C[C@@H]21)C(=O)OC(C)(C)C)Br